FC(CCCOC1CCC2=CC=C(C=C12)NC(C=C)=O)F N-(3-(4,4-difluorobutoxy)-2,3-dihydro-1H-inden-5-yl)acrylamide